N-((2R,3R,4R,5S,6S)-6-((7H-purin-6-yl)amino)-4,5-dihydroxy-2-(hydroxymethyl)tetrahydro-2H-pyran-3-yl)-1-aminocyclopropane-1-carboxamide N1=CN=C2N=CNC2=C1N[C@@H]1[C@H]([C@@H]([C@H]([C@@H](O1)CO)NC(=O)C1(CC1)N)O)O